N1N=CC(=C1)C1=C2C(=C(N=C1)C=1SC3=C(N1)SC(=N3)N)NC=C2 5-[4-(1H-pyrazol-4-yl)-1H-pyrrolo[2,3-c]pyridin-7-yl][1,3]thiazolo[5,4-d][1,3]thiazol-2-amine